(R)-7-hydroxy-3-methyl-1-((1-(3-nitro-5-(trifluoromethyl)phenyl)ethyl)amino)pyrido[3,4-d]Pyridazin OC1=CC=2C(=CN(NC2N[C@H](C)C2=CC(=CC(=C2)C(F)(F)F)[N+](=O)[O-])C)C=N1